N,N'-(((oxybis(ethane-2,1-diyl))bis(oxy))bis(ethane-2,1-diyl))bis(5-(2,5-dichloro-4-((1-(4-(2-cyclopropoxyphenyl)pyridin-3-yl)cyclopropoxy)methyl)phenyl)pentanamide) O(CCOCCNC(CCCCC1=C(C=C(C(=C1)Cl)COC1(CC1)C=1C=NC=CC1C1=C(C=CC=C1)OC1CC1)Cl)=O)CCOCCNC(CCCCC1=C(C=C(C(=C1)Cl)COC1(CC1)C=1C=NC=CC1C1=C(C=CC=C1)OC1CC1)Cl)=O